OC1(CC(C1)C(=O)N1CC2(C1)CCC(CC2)OC=2C=NC(=CC2)C(F)(F)F)C ((1s,3s)-3-Hydroxy-3-methylcyclobutyl)(7-((6-(trifluoromethyl)pyridin-3-yl)oxy)-2-azaspiro[3.5]nonan-2-yl)methanone